tert-butyl (R)-(1-(6-(3-(4-(5-cyclopentylpyridin-3-yl)-1H-1,2,3-triazol-1-yl)oxetan-3-yl)pyridin-3-yl)piperidin-3-yl)(cyclopropylmethyl)carbamate C1(CCCC1)C=1C=C(C=NC1)C=1N=NN(C1)C1(COC1)C1=CC=C(C=N1)N1C[C@@H](CCC1)N(C(OC(C)(C)C)=O)CC1CC1